(Z)-7-(5-(furan-2-ylmethylene)-2,4-dioxathiazolidin-3-yl)-N-hydroxyheptanamide O1C(=CC=C1)\C=C/1\ON(OS1)CCCCCCC(=O)NO